(dibenzofuranylphenyl)amine C1(=CC=CC=2OC3=C(C21)C=CC=C3)C3=C(C=CC=C3)N